ClC1=C(C(=CC=C1)F)NC(=O)C1=CC(=C(C=C1O[C@H](C(F)(F)F)C)NC(=O)N1CCCC1)F (S)-N-(4-((2-Chloro-6-fluorophenyl)carbamoyl)-2-fluoro-5-((1,1,1-trifluoropropan-2-yl)oxy)phenyl)pyrrolidine-1-carboxamide